CN1CC(OCC1)=O N-methyl-morpholin-2-one